COC(C[C@@H]1COC2=C1C=CC(=C2)O)=O (S)-(6-hydroxy-2,3-dihydro-1-benzofuran-3-yl)acetic acid methyl ester